C1(=CC=CC=C1)C1=CC=C(S1)C1=C(C=C(C=C1)O)O 4-(5-phenyl-thiophene-2-yl)benzene-1,3-diol